CC1=NC(=NO1)C=1C=C2C(=NC=NC2=CC1)O 6-(5-methyl-1,2,4-oxadiazol-3-yl)quinazolin-4-ol